(1R)-6-[(7S)-2-(3-{4-[3-Methyl-6-(trifluoromethyl)pyridin-2-yl]phenyl}-1H-pyrrolo[2,3-b]pyridin-5-yl)-6,7,8,9-tetrahydro-5H-benzo[7]annulen-7-yl]-3-oxa-6-azabicyclo[3.1.1]heptane CC=1C(=NC(=CC1)C(F)(F)F)C1=CC=C(C=C1)C1=CNC2=NC=C(C=C21)C=2C=CC1=C(CC[C@H](CC1)N1C3COC[C@H]1C3)C2